OC(C(=O)C1=CC=CC=C1)(C)C 2-Hydroxy-2-methyl-1-phenylpropane-1-one